N-((5-oxo-5,6-dihydropyrazolo[1,5-c]pyrido[3,2-e]pyrimidin-2-yl)methyl)-2-(trifluoromethoxy)benzamide O=C1NC2=C(C=3N1N=C(C3)CNC(C3=C(C=CC=C3)OC(F)(F)F)=O)C=CC=N2